2-(4-(2-(2,3-difluoro-6-(3-((methylamino)methyl)imidazo[1,2-a]pyridin-6-yl)phenoxy)ethyl)-1,5-dimethyl-1H-pyrazol-3-yl)propan-2-ol FC1=C(OCCC=2C(=NN(C2C)C)C(C)(C)O)C(=CC=C1F)C=1C=CC=2N(C1)C(=CN2)CNC